ClC=1C=C2CCN([C@H](C2=C(C1)Cl)C)C(=O)[C@H]1CN(CCO1)C=1C2=C(C=NC1)N=C(O2)NCCN2CCC(CC2)(F)F ((S)-6,8-dichloro-1-methyl-3,4-dihydroisoquinolin-2(1H)-yl)((R)-4-(2-((2-(4,4-difluoropiperidin-1-yl)ethyl)amino)oxazolo[4,5-c]pyridin-7-yl)morpholin-2-yl)methanone